C(C)(C)N1CCC(CC1)OC1=C(C#N)C=CC=C1 2-((1-isopropylpiperidin-4-yl)oxy)benzonitrile